(5-benzoyl-1,4,5,6-tetrahydropyrrolo[3,4-c]pyrazol-3-yl)(4-(3,4-difluoro-2-(trifluoromethyl)phenyl)piperidin-1-yl)methanone C(C1=CC=CC=C1)(=O)N1CC=2NN=C(C2C1)C(=O)N1CCC(CC1)C1=C(C(=C(C=C1)F)F)C(F)(F)F